Br.BrCC1CCN(CC1)C 4-(bromomethyl)-1-methylpiperidine hydrobromide